2,5,8,11,14-pentaoxa-16-hexadecanol COCCOCCOCCOCCOCCO